FC(C1=C(OC=2C(N(C=CC2C=2C3=C(C(N(C2)C)=O)NC=C3)C)=O)C(=CC(=C1)F)C(F)F)F 4-(3-(2,6-bis(difluoromethyl)-4-fluorophenoxy)-1-methyl-2-oxo-1,2-dihydropyridin-4-yl)-6-methyl-1,6-dihydro-7H-pyrrolo[2,3-c]pyridin-7-one